6-(4-(4-isopropylpiperazin-1-yl)phenyl)-1-methyl-2-(1-(methylsulfonyl)piperidin-4-yl)-N-(2-morpholinoethyl)-1H-benzo[d]imidazol-4-amine C(C)(C)N1CCN(CC1)C1=CC=C(C=C1)C=1C=C(C2=C(N(C(=N2)C2CCN(CC2)S(=O)(=O)C)C)C1)NCCN1CCOCC1